(E)-N-(4-(1-(4-(1-(6-(2-(2,6-dioxopiperidin-3-yl)-1,3-dioxoisoindolin-4-yl)hex-5-yn-1-yl)piperidin-4-yl)benzoyl)piperidin-4-yl)butyl)-3-(pyridin-3-yl)acrylamide O=C1NC(CCC1N1C(C2=CC=CC(=C2C1=O)C#CCCCCN1CCC(CC1)C1=CC=C(C(=O)N2CCC(CC2)CCCCNC(\C=C\C=2C=NC=CC2)=O)C=C1)=O)=O